CSC=1SC2=C(N1)C=CC(=C2)OCCCO 3-((2-(methylthio)benzo[d]thiazol-6-yl)oxy)propan-1-ol